(R)-1-(4-(4-chloro-3-(thiazol-2-yl)benzyl)-2-methylpiperazine-1-carbonyl)-1H-pyrazole-3-carboxylic acid ClC1=C(C=C(CN2C[C@H](N(CC2)C(=O)N2N=C(C=C2)C(=O)O)C)C=C1)C=1SC=CN1